ClCC\C=C/CCCCCCCCCC(OCC)OCC (3Z)-1-chloro-14,14-diethoxy-3-tetradecene